N-(1'-(6-methyl-2-((3ar,6as)-5-methylhexahydropyrrolo[3,4-c]pyrrol-2(1H)-yl)pyrimidin-4-yl)-1',2'-dihydrospiro[cyclopropan-1,3'-pyrrolo[3,2-c]pyridin]-6'-yl)acetamide CC1=CC(=NC(=N1)N1C[C@@H]2CN(C[C@@H]2C1)C)N1CC2(C=3C=NC(=CC31)NC(C)=O)CC2